FC1CCC2=C(N(C1=O)C)C=C(C=C2)C(=O)NC2=NC(=CC=C2)C2=NN=CN2C(C)C fluoro-N-(6-(4-isopropyl-4H-1,2,4-triazol-3-yl)pyridin-2-yl)-1-methyl-2-oxo-2,3,4,5-tetrahydro-1H-benzo[b]azepine-8-carboxamide